2-(4-cyclopropyl-6-methoxy-pyrimidin-5-yl)-N-[[4-[1-methyl-4-(trifluoromethyl)imidazol-2-yl]phenyl]methyl]-5,6,7,8-tetrahydropyrido[4,3-d]pyrimidin-4-amine C1(CC1)C1=NC=NC(=C1C=1N=C(C2=C(N1)CCNC2)NCC2=CC=C(C=C2)C=2N(C=C(N2)C(F)(F)F)C)OC